bis(1,4-cyclooctadiene) nickel (0) [Ni].C1=CCC=CCCC1.C1=CCC=CCCC1